(1R,2S,5S)-3-(2-(3-acetyl-5-(2-methylpyrimidin-5-yl)-1H-indazol-1-yl)acetyl)-3-azabicyclo[3.1.0]hexane-2-carboxylic acid C(C)(=O)C1=NN(C2=CC=C(C=C12)C=1C=NC(=NC1)C)CC(=O)N1[C@@H]([C@@H]2C[C@@H]2C1)C(=O)O